C1(=CC=CC=C1)C(C1CCN(CC1)C1=C(C=C(C(=O)N)C=C1)NC(=O)NC1=CC=CC=C1)C1=CC=CC=C1 4-[4-(diphenylmethyl)-1-piperidinyl]-3-[[(phenylamino)carbonyl]amino]-benzamide